[(1R)-1-phenylethyl]azetidine-1-carboxamide trifluoroacetate FC(C(=O)O)(F)F.C1(=CC=CC=C1)[C@@H](C)C1N(CC1)C(=O)N